3-methoxypyridin-4-amine HCl salt Cl.COC=1C=NC=CC1N